Rac-methylbenzylammonium C[NH2+]CC1=CC=CC=C1